NC1=C2N=CN(C2=NC=N1)[C@H]1C(=C[C@H](O1)OC[P@@](=O)(OC1=CC=CC=C1)N[C@@H](C)C(=O)OCC)F |o1:17| ethyl ((R or S)-((((2R,5R)-5-(6-amino-9H-purin-9-yl)-4-fluoro-2,5-dihydrofuran-2-yl)oxy)methyl)(phenoxy)phosphoryl)-L-alaninate